(4-methyl-2-(octahydro-2H-isoindol-2-yl)thiazol-5-yl)(8-oxa-2-azaspiro[4.5]decan-2-yl)methanone CC=1N=C(SC1C(=O)N1CC2(CC1)CCOCC2)N2CC1CCCCC1C2